N1(CCOCC1)CCCCN1N=CC=C(C1=O)C1=CC=C(C=C1)C(F)(F)F 2-[4-(morpholin-4-yl)butyl]-4-[4-(trifluoromethyl)phenyl]-2,3-dihydropyridazin-3-one